C(C1=CC=CC=C1)OC1=NC(=CC=C1B1OC(C(O1)(C)C)C)OCC1=CC=CC=C1 2,6-dibenzyloxy-3-(4,4,5-trimethyl-1,3,2-dioxaborolan-2-yl)pyridine